NC1=CC=C(C=C1)C#CC1=CC(=CC(=C1)C#CC1=CC=C(C=C1)N)C#CC1=CC=C(C=C1)N 1,3,5-tris((4-aminophenyl)ethynyl)benzene